ClC=1C=C(C=2N(N1)C=CN2)[C@@H]2[C@H](C2)C=2C=NC(=CC2)C(F)(F)F 6-chloro-8-[(1S,2S)-2-[6-(trifluoromethyl)-3-pyridyl]cyclopropyl]imidazo[1,2-b]pyridazine